methyl-(methylthio)sulfonium tetrafluoroborate F[B-](F)(F)F.C[SH+]SC